8-(2,6-difluoro-4-nitrophenoxy)-2,3-dimethoxy-1,5-naphthyridine-3-ol FC1=C(OC2=CC=NC3=CC(C(N=C23)OC)(O)OC)C(=CC(=C1)[N+](=O)[O-])F